6-(2-(5-cyclopropyl-3-(2,6-dichlorophenyl)isoxazol-4-yl)-7-azaspiro[3.5]non-1-en-7-yl)-4-(trifluoromethyl)quinoline-2-carboxylic acid C1(CC1)C1=C(C(=NO1)C1=C(C=CC=C1Cl)Cl)C1=CC2(C1)CCN(CC2)C=2C=C1C(=CC(=NC1=CC2)C(=O)O)C(F)(F)F